N-((1S,3S)-3-((5-(difluoromethoxy)pyrimidin-2-yl)amino)cyclopentyl)-2-((2-oxopyridin-1(2H)-yl)methyl)benzamide FC(OC=1C=NC(=NC1)N[C@@H]1C[C@H](CC1)NC(C1=C(C=CC=C1)CN1C(C=CC=C1)=O)=O)F